FC1=C(C=CC(=N1)C(=O)NC)N1CCN(CC1)CC1=CC(=NC=C1)NS(N)(=O)=O 6-fluoro-N-methyl-5-(4-((2-(sulfamoylamino)pyridin-4-yl)methyl)piperazin-1-yl)picolinamide